N1N=NN=C1CCCCCCCCCCCCNC(=O)NC1=CC(=CC(=C1)C(F)(F)F)Cl 1-(12-(1H-tetrazol-5-yl)dodecyl)-3-(3-chloro-5-(trifluoromethyl)phenyl)urea